(1r,4r)-N1-(5-Chloro-4-(6-(trifluoromethyl)imidazo[1,2-a]pyridin-3-yl)pyrimidin-2-yl)cyclohexane-1,4-diamine ClC=1C(=NC(=NC1)NC1CCC(CC1)N)C1=CN=C2N1C=C(C=C2)C(F)(F)F